C(C)(C)N1CCC2=C(CC1)C(C(=C(C2=O)C)C)=O 3-isopropyl-7,8-dimethyl-2,3,4,5-tetrahydro-1H-benzo[d]azepine-6,9-dione